ClC1=CC=C(CC2=C(C(=O)O)C=CC=C2)C=C1 2-(4-chlorobenzyl)-benzoic acid